CN(CCCN1N=CC(=C1)NC=1N=C(C2=C(N1)C=CS2)N2N=CCC2C2=CC=CC=C2)C N-(1-(3-(dimethyl-amino)propyl)-1H-pyrazol-4-yl)-4-(5-phenyl-4,5-dihydro-1H-pyrazol-1-yl)thieno[3,2-d]pyrimidin-2-amine